(3-(4-allyl-2-methoxyphenyl)isoxazole-5-yl)methanol C(C=C)C1=CC(=C(C=C1)C1=NOC(=C1)CO)OC